N1=CC(=CC=C1)C=1SC(=CN1)C1=CC=CC=N1 6-[2-(3-pyridyl)-5-thiazolyl]Pyridine